tert-butyl (7-methyl-2-thioxo-2,3,4,5-tetrahydro-1H-1-benzazepin-4-yl)carbamate CC=1C=CC2=C(CC(CC(N2)=S)NC(OC(C)(C)C)=O)C1